4-(2-(ethyl(methyl)amino)ethyl)naphthalen-2-ol C(C)N(CCC1=CC(=CC2=CC=CC=C12)O)C